6-cyclopropyl-8-fluoroisoquinolin C1(CC1)C=1C=C2C=CN=CC2=C(C1)F